2-(4-(6-(5,6-Dimethoxypyridin-3-yl)-4-methylquinazolin-8-yl)phenoxy)-N-(2-(dimethylamino)ethyl)acetamide COC=1C=C(C=NC1OC)C=1C=C2C(=NC=NC2=C(C1)C1=CC=C(OCC(=O)NCCN(C)C)C=C1)C